[3-[2-[2-[(3R)-3-benzyloxybutoxy]ethoxymethyl]-1-methyl-imidazol-4-yl]-1-tetrahydropyran-2-yl-indazol-5-yl]oxy-tert-butyl-dimethyl-silane C(C1=CC=CC=C1)O[C@@H](CCOCCOCC=1N(C=C(N1)C1=NN(C2=CC=C(C=C12)O[Si](C)(C)C(C)(C)C)C1OCCCC1)C)C